N-(beta-aminoethyl)-gamma-aminopropyl-triethoxysilane rac-tert-butyl-(3aR,7aR)-5-[4-(trifluoromethyl)pyridin-3-yl]-octahydro-1H-pyrrolo[3,4-c]pyridine-2-carboxylate C(C)(C)(C)OC(=O)N1C[C@H]2CN(CC[C@H]2C1)C=1C=NC=CC1C(F)(F)F.NCCNCCC[Si](OCC)(OCC)OCC |r|